ClC1=C(C(=CC=C1)C(F)(F)F)COC=1C=NC(=NC1)N1CC=2N(CC1)C(=NN2)C(F)(F)F 5-{[2-chloro-6-(trifluoromethyl)phenyl]methoxy}-2-[3-(trifluoromethyl)-5H,6H,8H-[1,2,4]triazolo[4,3-a]pyrazin-7-yl]pyrimidine